5-(benzyloxy)-4-(1,3-dioxolan-2-yl)-7-methoxy-2,3-dihydro-1H-indene-2-carboxylic acid C(C1=CC=CC=C1)OC=1C(=C2CC(CC2=C(C1)OC)C(=O)O)C1OCCO1